2,5-dimethyl-2,5-bis(tert-butylperoxy)hex-3-yne CC(C)(C#CC(C)(OOC(C)(C)C)C)OOC(C)(C)C